Methyl 8-bromo-7-cyclopropyl-9-(4-((1-(3-fluoropropyl)azetidin-3-yl)methyl)phenyl)-6,7-dihydro-5H-benzo[7]annulene-3-carboxylate BrC=1C(CCC2=C(C1C1=CC=C(C=C1)CC1CN(C1)CCCF)C=CC(=C2)C(=O)OC)C2CC2